FC=1C=C(C=CC1OC1=C2C(=NC=C1)NC(N2C(C)C)=O)NC(=O)C=2SC(=CN2)C2=CC=CC=C2 N-(3-fluoro-4-((1-isopropyl-2-oxo-2,3-dihydro-1H-imidazo[4,5-b]pyridin-7-yl)oxy)phenyl)-5-phenylthiazole-2-carboxamide